N-(4-((2S,4R)-4-Amino-2-(hydroxymethyl)pyrrolidin-1-yl)-2-(3-fluoropyridin-2-yl)-1-methyl-1H-benzo[d]imidazol-5-yl)-2-(2,6-difluorophenyl)pyrimidine-4-carboxamide N[C@@H]1C[C@H](N(C1)C1=C(C=CC=2N(C(=NC21)C2=NC=CC=C2F)C)NC(=O)C2=NC(=NC=C2)C2=C(C=CC=C2F)F)CO